2-[4-[4-[(2,6-dioxo-3-piperidyl)amino]-2-fluoro-phenyl]-1-piperidyl]acetic acid hydrochloric acid salt Cl.O=C1NC(CCC1NC1=CC(=C(C=C1)C1CCN(CC1)CC(=O)O)F)=O